(R)-N-(6-chloro-8-methylisoquinolin-1-yl)-5-(5-ethyl-1,3,4-thiadiazol-2-yl)-N-(piperidin-3-yl)picolinamide ClC=1C=C2C=CN=C(C2=C(C1)C)N(C(C1=NC=C(C=C1)C=1SC(=NN1)CC)=O)[C@H]1CNCCC1